C(CCC)(=O)N=[N+]=[N-] butyryl azide